6-Chloro-3-[(1R)-1-(3,6-dimethyl-4-oxo-2-pyrazin-2-yl-chromen-8-yl)ethoxy]pyridine-2-carboxamide ClC1=CC=C(C(=N1)C(=O)N)O[C@H](C)C=1C=C(C=C2C(C(=C(OC12)C1=NC=CN=C1)C)=O)C